C(#C)C=1C(=CC=C2C=C(C=C(C12)C=1C(=C2C(=C(N=C(C2=CN1)C1(CC2CCC(C1)N2)O)C)C)F)O)F 3-[6-(8-ethynyl-7-fluoro-3-hydroxy-1-naphthyl)-5-fluoro-3,4-dimethyl-2,7-naphthyridin-1-yl]-8-azabicyclo[3.2.1]octan-3-ol